3-[(2E)-3,7-dimethylocta-2,6-dien-1-yl]-2,4-dihydroxy-6-nonanylbenzoic acid C\C(=C/CC=1C(=C(C(=O)O)C(=CC1O)CCCCCCCCC)O)\CCC=C(C)C